1-((tetrahydro-2H-pyran-4-yl)methyl)-3-(4-(trifluoromethyl)phenoxy)-1H-pyrrole-2,5-dione O1CCC(CC1)CN1C(C(=CC1=O)OC1=CC=C(C=C1)C(F)(F)F)=O